2-(1-(1-(3-isopropyl-1,2,4-oxadiazol-5-yl)piperidin-4-yl)ethoxy)-5-(5-(methylsulfonyl)pyrazin-2-yl)thiazolo[5,4-b]pyridin C(C)(C)C1=NOC(=N1)N1CCC(CC1)C(C)OC=1SC2=NC(=CC=C2N1)C1=NC=C(N=C1)S(=O)(=O)C